BrC1=CC(N(C=C1)CC)=O 4-bromo-1-ethylpyridin-2(1H)-one